CC1=CC=C(C=C1)S(=O)(=O)NC(OCCC1=CC=C(C=C1)N1C(=NC2=C1C=C(C(=C2)C(F)(F)F)Cl)C2=NC=CC=C2)=O 2-{4-[6-chloro-2-(2-pyridinyl)-5-(trifluoromethyl)-1H-benzimidazol-1-yl]phenyl}ethyl (4-methylphenyl)sulfonylcarbamate